NC(CC(=O)O)C(C)(C)C 3-AMINO-4,4-DIMETHYL-PENTANOIC ACID